2-amino-5-chloro-N,3-dimethyl-benzamide NC1=C(C(=O)NC)C=C(C=C1C)Cl